6-fluoro-5-(3-(1-methyl-1H-pyrazol-4-yl)-1H-pyrazolo[3,4-c]pyridin-5-yl)-1,2,3,4-tetrahydronaphthalen-1-amine FC=1C(=C2CCCC(C2=CC1)N)C=1C=C2C(=CN1)NN=C2C=2C=NN(C2)C